ClC1=CC=C(C=C1)C1CN(CC1)CCC(=O)C1=CC2=C(OCCO2)C=C1 3-(3-(4-chlorophenyl)pyrrolidin-1-yl)-1-(2,3-dihydrobenzo[b][1,4]dioxin-6-yl)propan-1-one